C(C)(C)(C)OC(=O)N1[C@@H](CCCC1)C(NC1=C(C=CC=C1C)C)=O (S)-2-((2,6-dimethylphenyl)carbamoyl)piperidine-1-carboxylic acid tert-butyl ester